6-Methoxy-2-(methoxymethyl)-2H-benzo[b][1,4]oxazin-3(4H)-one COC1=CC2=C(OC(C(N2)=O)COC)C=C1